C/C(/C(=O)OCC1=CC=CC=C1)=C\C BENZYL (E)-2-METHYL-2-BUTENOATE